(E)-2-(2-acetoxy-2-(3-fluorophenyl)acetyl)-3-(methylamino)butanoic acid-2-ethyl ester CCOC(C(C(C)NC)C(C(C1=CC(=CC=C1)F)OC(C)=O)=O)=O